O1[C@@H](COCC1)CNC(=O)C1=C(C2=C(CCC3=CN(N=C23)CC=2C=NC(=CC2)C(NC[C@H]2OCCOC2)=O)O1)C N-[(2R)-1,4-Dioxacyclohexan-2-ylmethyl]-2-[(6-{[(2R)-1,4-Dioxacyclohexan-2-ylmethyl]carbamoyl}pyridin-3-yl)methyl]-8-methyl-4,5-dihydro-2H-furo[2,3-g]indazole-7-carboxamide